N=1N(N=CC1)C1=C(C=C(C=N1)NC(=O)[C@@H]1CC(C2=C1C=NC=1N2N=C(C1)F)(C)C)C(F)(F)F (R)-N-(6-(2H-1,2,3-triazol-2-yl)-5-(trifluoromethyl)pyridin-3-yl)-2-fluoro-8,8-dimethyl-7,8-dihydro-6H-cyclopenta[e]pyrazolo[1,5-a]pyrimidine-6-carboxamide